COC1=C(CNC=2C3=C(N=CN2)NC=C3)C=CC(=C1)OC N-(2,4-dimethoxybenzyl)-7H-pyrrolo[2,3-d]pyrimidin-4-amine